BrC=1C=CC=2N(C3=CC=C(C=C3SC2C1)Br)CCCCCCCC 3,7-dibromo-10-octyl-10H-phenothiazine